5-(3-methoxy-4-((3-methyl-1,2,4-oxadiazol-5-yl)methyl)phenyl)-7-(1-methyl-1H-pyrazol-3-yl)pyrrolo[2,1-F][1,2,4]triazin-4-amine COC=1C=C(C=CC1CC1=NC(=NO1)C)C=1C=C(N2N=CN=C(C21)N)C2=NN(C=C2)C